N1(CCCCC1)C(=O)C1=CC(=NC(=C1)C=1N=NN(C1)C=1C(=C(C(=O)O)C=CC1)O)C=1N=NN(C1)C=1C(=C(C(=O)O)C=CC1)O 4'-((4-(piperidine-1-carbonyl)pyridine-2,6-diyl)bis(1H-1,2,3-triazole-4,1-diyl))bis(2-hydroxybenzoic acid)